Methyl 2-(1-(O-((2-oxabicyclo[2.2.2]octan-4-yl)methyl)-L-threonyl)piperidin-4-yl)-5-(trifluoromethyl)benzoate C12OCC(CC1)(CC2)CO[C@@H]([C@H](N)C(=O)N2CCC(CC2)C2=C(C(=O)OC)C=C(C=C2)C(F)(F)F)C